palladium arginine N[C@@H](CCCNC(N)=N)C(=O)O.[Pd]